ClC1=C(C=C(OCC(=O)NC23COC(CC2)(CC3)C(=O)O)C=C1)F 4-(2-(4-chloro-3-fluorophenoxy)acetamido)-2-oxabicyclo[2.2.2]octane-1-carboxylic acid